(1R,3S)-3-[3-({[3-(methoxymethyl)-1-methyl-1H-pyrazol-5-yl]carbonyl}amino)-1H-pyrazol-5-yl]cyclopentyl (4,4,4-trifluoro-butan-2-yl)carbamate FC(CC(C)NC(O[C@H]1C[C@H](CC1)C1=CC(=NN1)NC(=O)C1=CC(=NN1C)COC)=O)(F)F